Butyl-5-(diaminomethylene)-3-(4-((5,5-dimethyl-2,4-dioxotetrahydropyrimidin-1(2H)-yl)methyl)-4-methylcyclohexyl)pyrimidine-2,4,6(1H,3H,5H)-trione C(CCC)N1C(N(C(C(C1=O)=C(N)N)=O)C1CCC(CC1)(C)CN1C(NC(C(C1)(C)C)=O)=O)=O